(1S,3S)-3-((6-(5-(hydroxymethyl)-1-methyl-1H-pyrazol-4-yl)pyridin-3-yl)oxy)cyclohexane-1-carboxylic acid isopropyl ester C(C)(C)OC(=O)[C@@H]1C[C@H](CCC1)OC=1C=NC(=CC1)C=1C=NN(C1CO)C